FC1=C(C=CC(=C1)F)C1=NC(=NC2=NC(=C(N=C12)C)C)N1C[C@H](O[C@H](C1)C=1C=NN(C1)CC1COC1)C (2R,6S)-4-[4-(2,4-difluorophenyl)-6,7-dimethyl-pteridin-2-yl]-2-methyl-6-[1-(oxetan-3-ylmethyl)pyrazol-4-yl]morpholine